Decan-2-one hydrochloride Cl.CC(CCCCCCCC)=O